2-Fluoro-N-(5-fluoro-2-methyl-3-(4,4,5,5-tetramethyl-1,3,2-dioxaborolan-2-yl)phenyl)-4-(1-methylcyclopropyl)benzamide FC1=C(C(=O)NC2=C(C(=CC(=C2)F)B2OC(C(O2)(C)C)(C)C)C)C=CC(=C1)C1(CC1)C